(S)-3-(4-cyanophenyl)-N-(5-(2-(cyclopropanecarboxamido)thiazolo[5,4-b]pyridin-5-yl)-2-methylphenyl)isooxazolidine-2-carboxamide C(#N)C1=CC=C(C=C1)[C@H]1N(OCC1)C(=O)NC1=C(C=CC(=C1)C1=CC=C2C(=N1)SC(=N2)NC(=O)C2CC2)C